FC(C(=O)O)(F)F.S1C(=NN=C1)C(=O)N 1,3,4-thiadiazole-2-carboxamide 2,2,2-trifluoroacetate salt